CNC(=O)C1CN(C2=CC=CC=C12)C(CNC1=C(C=CC(=C1)C1=NC(=NS1)C)C)=O N-methyl-1-((2-methyl-5-(3-methyl-1,2,4-thiadiazol-5-yl)phenyl)glycyl)indoline-3-carboxamide